(3r,5r)-3-ethynyl-3-hydroxy-1,5-dimethylpyrrolidin-2-one C(#C)[C@]1(C(N([C@@H](C1)C)C)=O)O